4,4'-biphenyltetracarboxylic acid C1(=C(C(=C(C(=C1)C(=O)O)C1=CC=CC=C1)C(=O)O)C(=O)O)C(=O)O